COC(=O)C=1C=C(C=CC1)B(O)O 3-(methoxycarbonyl)-phenylboronic acid